2-(1-cyano-2-methylcyclopropyl)-4-(trifluoromethyl)benzoic acid methyl ester COC(C1=C(C=C(C=C1)C(F)(F)F)C1(C(C1)C)C#N)=O